1-(4-methoxyphenyl)-N-[[4-(1-piperidinyl)-2-pyridinyl]methyl]methylamine COC1=CC=C(C=C1)CNCC1=NC=CC(=C1)N1CCCCC1